methyl-(propionaldehyde) CC(C=O)C